2-chloro-6-(5-chloro-2-fluorophenyl)-4-(isoquinolin-4-yl)pyridin-3-ol ClC1=NC(=CC(=C1O)C1=CN=CC2=CC=CC=C12)C1=C(C=CC(=C1)Cl)F